ClC1=CC=C(C=C1)[C@@H]1N=C(N([C@@H]1C1=CC=C(C=C1)Cl)C(N1CC(NCC1)=O)=O)C1=C(C=C(C=C1)OC)OC(C)C 4-[[(4S,5R)-4,5-bis(4-chlorophenyl)-2-(4-methoxy-2-propan-2-yloxyphenyl)-4,5-dihydroimidazol-1-yl]-oxomethyl]-2-piperazinone